ClC=1C=C(C=CC1)C([C@H](C1=CC=CC=C1)OC(N[C@H](C(=O)N[C@H](CO)C[C@H]1C(NCC1)=O)CC(C)C)=O)(C)C ((S)-1-(((S)-1-hydroxy-3-((S)-2-oxopyrrolidin-3-yl)propan-2-yl)amino)-4-methyl-1-oxopentan-2-yl)carbamic acid (S)-2-(3-chlorophenyl)-2-methyl-1-phenylpropyl ester